N-(4-(2-chloro-5-fluorophenoxy)-3-(1,3-dioxoisoindolin-2-yl)-7-(hydroxymethyl)-1-(tetrahydro-2H-pyran-2-yl)-1H-indazol-5-yl)-3-fluoro-5-(trifluoromethyl)benzamide ClC1=C(OC2=C3C(=NN(C3=C(C=C2NC(C2=CC(=CC(=C2)C(F)(F)F)F)=O)CO)C2OCCCC2)N2C(C3=CC=CC=C3C2=O)=O)C=C(C=C1)F